4-(2-oxaspiro[3.3]heptan-6-ylamino)-2-[[(1R,3S)-3-(5,6,7,8-tetrahydroimidazo[1,2-a]pyridin-3-yl)cyclohexyl]amino]pyrimidine-5-carbonitrile C1OCC12CC(C2)NC2=NC(=NC=C2C#N)N[C@H]2C[C@H](CCC2)C2=CN=C1N2CCCC1